3-(5-(4-((4-(4-chlorophenyl)-6,6-dimethyl-5,6-dihydro-2H-pyran-3-yl)methyl)piperazine-1-carbonyl)-1-oxoisoindolin-2-yl)piperidine-2,6-dione ClC1=CC=C(C=C1)C1=C(COC(C1)(C)C)CN1CCN(CC1)C(=O)C=1C=C2CN(C(C2=CC1)=O)C1C(NC(CC1)=O)=O